CNC(=O)C1=CC=C(C=N1)N1CCN(CC1)C1CC(C1)C(=O)OC methyl 3-(4-(6-(methylcarbamoyl)pyridin-3-yl)piperazin-1-yl)cyclobutane-1-carboxylate